(R)-(4-cyclopropyl-2-(pyridin-2-yl)oxazol-5-yl)(4-(4-fluoropyrazolo[1,5-a]pyridin-2-yl)-1,4,6,7-tetrahydro-5H-imidazo[4,5-c]pyridin-5-yl)methanone C1(CC1)C=1N=C(OC1C(=O)N1[C@H](C2=C(CC1)NC=N2)C2=NN1C(C(=CC=C1)F)=C2)C2=NC=CC=C2